diphenyl-t-butylphosphorus C1(=CC=CC=C1)P(C(C)(C)C)C1=CC=CC=C1